ClC1=C(C2=C(NN=N2)C=C1)C1=CC(=CC(=C1O)C(C)(C)C)C 2-(5-chloro-benzotriazolyl)-6-t-butyl-p-cresol